3-((diphenylmethylene)amino)indol-2-one tert-butyl-4-((4-(3-(2,6-bis(benzyloxy)pyridin-3-yl)-1-methyl-1H-indazol-6-yl)piperazin-1-yl)methyl)piperidine-1-carboxylate C(C)(C)(C)OC(=O)N1CCC(CC1)CN1CCN(CC1)C1=CC=C2C(=NN(C2=C1)C)C=1C(=NC(=CC1)OCC1=CC=CC=C1)OCC1=CC=CC=C1.C1(=CC=CC=C1)C(C1=CC=CC=C1)=NC=1C(N=C2C=CC=CC12)=O